4-piperidone nitrate salt [N+](=O)(O)[O-].N1CCC(CC1)=O